Zinc citrate C(CC(O)(C(=O)[O-])CC(=O)[O-])(=O)[O-].[Zn+2].C(CC(O)(C(=O)[O-])CC(=O)[O-])(=O)[O-].[Zn+2].[Zn+2]